2,4,6-tri(tertiary butyl)phenol C(C)(C)(C)C1=C(C(=CC(=C1)C(C)(C)C)C(C)(C)C)O